3-[(6-methylpyridazin-3-yl)oxy]-5-(5-methyl-1,3-thiazol-2-yl)-N-{(1R)-1-[2-(trifluoromethyl)pyrimidin-5-yl]ethyl}benzamide CC1=CC=C(N=N1)OC=1C=C(C(=O)N[C@H](C)C=2C=NC(=NC2)C(F)(F)F)C=C(C1)C=1SC(=CN1)C